6-chloro-N-methylpyridazine-3-carbamate ClC1=CC=C(N=N1)N(C(=O)[O-])C